COC=1C=C2[C@@]3(C(NC2=CC1)=O)[C@H](C3)C3=CC=C1C(=NNC1=C3)NC3=NC=NC=C3OC (1S,2R)-5'-methoxy-2-(3-((5-methoxypyrimidin-4-yl)amino)-1H-indazol-6-yl)spiro[cyclopropane-1,3'-indoline]-2'-one